C(=CC)N1CCN(CC1)C1=NC=NC2=CC=C(C=C12)C=1C=C(C(=NC1)Cl)NS(=O)(=O)C=1SC(=CC1)Cl N-(5-(4-(4-propenylpiperazin-1-yl)quinazolin-6-yl)-2-chloropyridin-3-yl)-5-chlorothiophene-2-sulfonamide